tert-Butyl 1-oxa-4,9-diazaspiro[5.5]undecane-4-carboxylate O1CCN(CC12CCNCC2)C(=O)OC(C)(C)C